Cl.C[C@@H]1CNC[C@H](O1)C(F)(F)F |o1:2,6| (2R,6S)-Rel-2-methyl-6-(trifluoromethyl)-morpholine, hydrochloride